3-[[3-(3-bromophenyl)oxetan-3-yl]methyl]-4-methyl-1,2,4-triazole BrC=1C=C(C=CC1)C1(COC1)CC1=NN=CN1C